S(=O)(=O)(O)O.C(C)(=O)NC(=O)[C@H](O)[C@@H](O)[C@@H](O)[C@H](O)CO acetamidogalactose sulfate